2-(2-(4-(2-(3,4-Dihydro-2,7-naphthyridin-2(1H)-yl)ethyl)phenyl)-2H-tetrazol-5-yl)-4,5-dimethoxyaniline C1N(CCC2=CC=NC=C12)CCC1=CC=C(C=C1)N1N=C(N=N1)C1=C(N)C=C(C(=C1)OC)OC